Cl.Cl.FCCC1=C2C=CC(=CC2=CC=C1)O 5-(2-fluoroethyl)Naphthalene-2-ol dihydrochloride